2-(6-(6-((6-methoxypyridin-3-yl)methyl)-3,6-diazabicyclo[3.1.1]heptan-3-yl)pyridin-3-yl)-N-(5-(trifluoromethyl)-1H-pyrazol-3-yl)furo[3,2-d]pyrimidin-4-amine COC1=CC=C(C=N1)CN1C2CN(CC1C2)C2=CC=C(C=N2)C=2N=C(C1=C(N2)C=CO1)NC1=NNC(=C1)C(F)(F)F